C(C)(C)(C)C1=CC=C(C=C1)NC(=O)C1=CC(=CC=2NC(=NC21)COC)NC(=O)C2=C(C=CC=C2)C(F)(F)F N-(4-tert-butylphenyl)-2-(methoxymethyl)-6-({[2-(trifluoromethyl)phenyl]carbonyl}amino)-1H-benzimidazole-4-carboxamide